2,6-diazaspiro[3.3]heptane-6-carboxylate C1NCC12CN(C2)C(=O)[O-]